NC1=NC2=CC(=C(C=C2C=N1)F)C1=C(C2=C(OCCN2C(=O)OC(C)(C)C)N=C1)C tert-butyl 7-(2-amino-6-fluoroquinazolin-7-yl)-8-methyl-2,3-dihydro-1H-pyrido[2,3-b][1,4]oxazine-1-carboxylate